1-{4-[(2-{3-[(4-methanesulfonyl-2-methoxyphenyl)amino]prop-1-yn-1-yl}-1-(2,2,2-trifluoroethyl)-1H-indol-4-yl)amino]-2-methylpiperidin-1-yl}ethan-1-one CS(=O)(=O)C1=CC(=C(C=C1)NCC#CC=1N(C2=CC=CC(=C2C1)NC1CC(N(CC1)C(C)=O)C)CC(F)(F)F)OC